ClC=1C=C2C(C3CCCCC3C(C2=CC1)=O)=O 6-chloro-1,2,3,4,4a,9a-hexahydroanthraquinone